C(C1=CC=CC=C1)OC(=O)N=S1(CCN(CC1)C(=O)OC(C)(C)C)=O tert-Butyl 1-(((benzyloxy)carbonyl)imino)-1λ6-thiomorpholine-4-carboxylate 1-oxide